C(SC(C(C)=O)(C)C)(OC(C)C)=S O-(isopropyl) S-(1,1-dimethyl-2-oxopropyl) dithiocarbonate